BrC1=CC=C2C(NC(NC2=C1F)=O)=O 7-bromo-8-fluoro-2,4-quinazolindione